4-(2-hydroxyethyl)-1-piperazineethanesulfonic acid sodium [Na].OCCN1CCN(CC1)CCS(=O)(=O)O